N1[C@@H](CCC1)C(=O)N L-proline-amide